CC1(C2CC3CC(CC1C3)C2)OC(=O)CCCOC(=O)C2C3C=CC(C2)C3=O 5-(3-(2-methyl-2-adamantyloxycarbonyl)propoxycarbonyl)-7-oxo-bicyclo[2.2.1]Hept-2-ene